FC(C1(C(O1)(F)F)F)(F)F.[Na] sodium hexafluoroepoxypropane